P(=O)(O)(O)O.NC1=NC(=NC(=C1NC(OC)=O)N)C1=NN(C2=NC=C(C=C21)F)CC2=C(C=CC=C2)F Methyl {4,6-diamino-2-[5-fluoro-1-(2-fluorobenzyl)-1H-pyrazolo[3,4-b]pyridin-3-yl]pyrimidin-5-yl}carbamate phosphate